2-[3-[(1R)-1-[[6-(1,1-dioxo-3,6-dihydro-2H-thiopyran-4-yl)-8-methyl-7-oxo-pyrido[2,3-d]pyrimidin-4-yl]amino]ethyl]phenyl]-2,2-difluoro-acetamide O=S1(CCC(=CC1)C1=CC2=C(N=CN=C2N[C@H](C)C=2C=C(C=CC2)C(C(=O)N)(F)F)N(C1=O)C)=O